C1(CCCC1)N(C(=O)OCC=1C(=NOC1C1=CC=C(C(=N1)C)O[C@@H]1[C@@H](CCC1)CC(=O)O)C)C |r| (±)-Cis-2-(2-((6-(4-(((cyclopentyl(methyl)carbamoyl)oxy)methyl)-3-methylisoxazol-5-yl)-2-methylpyridin-3-yl)oxy)cyclopentyl)acetic Acid